4-METHOXY-2,6-DIMETHYLBENZALDEHYDE COC1=CC(=C(C=O)C(=C1)C)C